BrC1=C(OCCC2OCCC2)C=CC(=C1)Cl 2-[2-(2-bromo-4-chlorophenoxy)ethyl]oxolane